5-hydroxy-1-(1-hydroxy-2-methylpropan-2-yl)-1H-pyrazole-4-carboxylic acid ethyl ester C(C)OC(=O)C=1C=NN(C1O)C(CO)(C)C